C(C1=CC=CC=C1)OC(=O)C1CC12CS(CCC2)(=NC)=O 5-oxo-5-(methylimino)-5lambda6-Thiaspiro[2.5]Octane-1-carboxylic acid benzyl ester